BrC1=C(C=CC(=C1)Br)NC(=O)C1CN(C1)C(=O)OC(C)(C)C tert-butyl 3-[(2,4-dibromophenyl)carbamoyl]azetidine-1-carboxylate